γ-hydroxybutyraldehyde OCCCC=O